(2S)-4-[(17-azido-3,6,9,12,15-pentaoxaheptadecan-1-yl)carbamoyl]-2-(12-sulfododecanamido)butanoic acid N(=[N+]=[N-])CCOCCOCCOCCOCCOCCNC(=O)CC[C@@H](C(=O)O)NC(CCCCCCCCCCCS(=O)(=O)O)=O